FC1(CN(C1)C1=CC=C(C=N1)C1=NNC2=CC=C(C=C12)O[C@H](C)C1=C2C(=NC=C1F)NC=C2)F (R)-3-(6-(3,3-difluoroazetidin-1-yl)pyridin-3-yl)-5-(1-(5-fluoro-1H-pyrrolo[2,3-b]pyridin-4-yl)ethoxy)-1H-indazole